C(C)(C)OC(=O)[C@H](C)NP(=S)(CCCOCCCCCCCCCCCCCCCC)CO[C@@H](CN1C2=NC=NC(=C2N=C1)N)C 9-{(R)-2-[({[(S)-1-(isopropoxycarbonyl)ethyl]amino}(hexadecyloxypropyl)thiophosphoryl)methoxy]propyl}adenine